C(CCCC)(=O)NC=1C=NC2=CC=CC=C2C1NCC1=CC=C(C=C1)NC(OC(C)(C)C)=O tert-butyl (4-(((3-pentanamidoquinolin-4-yl)amino)methyl)phenyl)carbamate